C(C)(C)(C)C1=CC=C(C=C1)N(C(=O)[C@@H]1NCCC1)C(C(=O)NCC(=O)N(C)C)C=1C=NC=CC1 (2R)-N-(4-(tert-butyl)phenyl)-N-(2-((2-(dimethylamino)-2-oxoethyl)amino)-2-oxo-1-(pyridin-3-yl)ethyl)pyrrolidine-2-carboxamide